benzyl (R)-1-(3-chloro-5-fluorobenzamido)-6-azaspiro[2.5]octane-6-carboxylate ClC=1C=C(C(=O)N[C@@H]2CC23CCN(CC3)C(=O)OCC3=CC=CC=C3)C=C(C1)F